N-((1H-Imidazol-2-yl)methyl)-4-((1H-indazol-5-yl)ethynyl)-[2,4'-bipyrimidin]-2'-amine N1C(=NC=C1)CNC1=NC=CC(=N1)C1=NC=CC(=N1)C#CC=1C=C2C=NNC2=CC1